ClC=1C=C(C=CC1F)C=1N=CN(C1C=1C=CC=2N(C1)C(=CN2)C(=O)N)CC 6-(4-(3-chloro-4-fluorophenyl)-1-ethyl-1H-imidazol-5-yl)imidazo[1,2-a]pyridine-3-carboxamide